(2R,3S,5R)-5-(6-benzamido-9H-purin-9-yl)-2-((bis(4-methoxyphenyl)(phenyl)methoxy)methyl)tetrahydrofuran-3-yl (2-cyanoethyl) diisopropylphosphoramidite C(C)(C)N(P(O[C@@H]1[C@H](O[C@H](C1)N1C2=NC=NC(=C2N=C1)NC(C1=CC=CC=C1)=O)COC(C1=CC=CC=C1)(C1=CC=C(C=C1)OC)C1=CC=C(C=C1)OC)OCCC#N)C(C)C